COC=1C=C(C=CC1OC)C(=O)N1CC=2C(CC1)=C(N(N2)C)C2=CC=CC=C2 (3,4-dimethoxyphenyl)(2-methyl-3-phenyl-2,4,5,7-tetrahydro-6H-pyrazolo[3,4-c]pyridin-6-yl)methanone